2-methoxy-4,8-dimethyl-6(5H)-phenanthridinone COC1=CC=2C3=CC=C(C=C3C(NC2C(=C1)C)=O)C